(R)-2-amino-2-cyclopropylethanol hydrochloride Cl.N[C@@H](CO)C1CC1